6-((1-((1-(2-aminoethoxy)-2-methylpropan-2-yl)sulfonyl)cyclopropyl)methyl)-N-(4-fluorobenzyl)-1-methyl-7-oxo-4,5,6,7-tetrahydro-1H-pyrazolo[3,4-c]pyridine-3-carboxamide NCCOCC(C)(C)S(=O)(=O)C1(CC1)CN1C(C2=C(CC1)C(=NN2C)C(=O)NCC2=CC=C(C=C2)F)=O